NC1=NC(=C2N=CN(C2=N1)[C@H]1C[C@H](C1)COP(=O)(OC1=CC=C(C=C1)Br)N[C@@H](CC(C)C)C(=O)OC)OC Methyl (((cis-3-(2-amino-6-methoxy-9H-purin-9-yl)cyclobutyl) methoxy)(4-bromophenoxy) phosphoryl)-L-leucinate